5-((5-(2-(((1R,3S)-3-(dimethylamino)cyclopentyl)oxy)-6-methoxyphenyl)-1H-pyrazol-3-yl)amino)pyrazine-2-carbonitrile CN([C@@H]1C[C@@H](CC1)OC1=C(C(=CC=C1)OC)C1=CC(=NN1)NC=1N=CC(=NC1)C#N)C